[Ge].C(C)[C@@H]1C[C@@H]2C([C@](N1CC2)(COC)CO)=O (1S,2R,4R,6R)-6-ethyl-2-(hydroxymethyl)-2-(methoxymethyl)quinuclidin-3-one Germanium